(4-(benzo[d]oxazol-2-yl)phenyl)benzylsulfonium hexafluoroantimonate F[Sb-](F)(F)(F)(F)F.O1C(=NC2=C1C=CC=C2)C2=CC=C(C=C2)[SH+]CC2=CC=CC=C2